FC1=C2C(=NC=NC2=CC=C1OC)N 5-fluoro-6-methoxyquinazolin-4-amine